pyrrolidin-5-amine N1CCCC1N